imino(methyl)(pyridin-2-yl)-λ6-sulfanone N=S(=O)(C1=NC=CC=C1)C